C(C)(C)N1N=NC2=C1C=CC(=C2)C2=NC(=NO2)C=2C(=NC=CC2)OC 5-(1-isopropyl-1H-benzo[d][1,2,3]triazol-5-yl)-3-(2-methoxypyridin-3-yl)-1,2,4-oxadiazole